COC=1C=C2C(C(=O)OC(N2C)=O)=CC1 4-methoxy-N-methylisatoic anhydride